C1(CC1)S(=O)(=O)N1C[C@H]([C@@H](CC1)NC1=NN2C(C=N1)=C(C=C2C2=C(C(=CC=C2F)F)F)F)F N-((3R,4R)-1-(cyclopropylsulfonyl)-3-fluoropiperidin-4-yl)-5-fluoro-7-(2,3,6-trifluorophenyl)pyrrolo[2,1-f][1,2,4]triazin-2-amine